1-(5-bromo-2,3-difluorophenyl)thiourea BrC=1C=C(C(=C(C1)NC(=S)N)F)F